(2s,6r)-2-(1-cyclopropyl-5-fluoro-pyrazol-4-yl)-6-methyl-morpholine C1(CC1)N1N=CC(=C1F)[C@H]1CNC[C@H](O1)C